C([C@H]([C@@H](C(=O)CO)O)O)C(=O)[O-] 2-deoxy-5-keto-D-gluconate